N-(Azetidin-3-yl)benzenesulfonamide 2,2,2-trifluoroacetate FC(C(=O)O)(F)F.N1CC(C1)NS(=O)(=O)C1=CC=CC=C1